(N-(2-(4-aminopiperidin-1-yl)phenyl)-N-phenethylsulfamoyl)-3-methylbenzofuran-2-carboxylic acid ethyl ester C(C)OC(=O)C=1OC2=C(C1C)C(=CC=C2)S(N(CCC2=CC=CC=C2)C2=C(C=CC=C2)N2CCC(CC2)N)(=O)=O